[6-(3-cyclopropyl-1H-1,2,4-triazol-5-yl)-2-azaspiro[3.3]heptan-2-yl]-[6-[[1-methyl-5-(trifluoromethyl)pyrazol-3-yl]methyl]-2-azaspiro[3.3]heptan-2-yl]methanone C1(CC1)C1=NNC(=N1)C1CC2(CN(C2)C(=O)N2CC3(C2)CC(C3)CC3=NN(C(=C3)C(F)(F)F)C)C1